CC1(N(CC(C1)CCCC#C)C(=O)OC(C)(C)C)C tert-Butyl 2,2-dimethyl-4-pent-4-ynyl-pyrrolidine-1-carboxylate